6-[4-[2-(1-piperidyl)ethoxy]phenyl]-3-(4-pyridyl)-pyrazolo[1,5-a]pyrimidine dihydrochloride Cl.Cl.N1(CCCCC1)CCOC1=CC=C(C=C1)C=1C=NC=2N(C1)N=CC2C2=CC=NC=C2